C1(CCCC1)C1=NC(=NC=2NCC(C(N(C21)C)=O)(F)F)NCC2=C(C=C(C=C2)OC)OC cyclopentyl-2-((2,4-dimethoxybenzyl)amino)-7,7-difluoro-5-methyl-5,7,8,9-tetrahydro-6H-pyrimido[4,5-b][1,4]diazepin-6-one